N-hydroxypropylimidazol OCCCN1C=NC=C1